[Cu].C(C)(=O)CC(C)=O acetylacetone copper salt